N1=C(C=CC=C1)N(S(=O)(=O)C(F)(F)F)S(=O)(=O)C(F)(F)F 2-pyridyltriflimide